5-bromo-2'-deoxy-uridine BrC=1C(NC(N([C@H]2C[C@H](O)[C@@H](CO)O2)C1)=O)=O